methyl 3-[2-fluoro-4-[(4-methylpiperazin-1-yl)methyl]anilino]-5-(methylamino)-6-(3-methylimidazo[4,5-c]pyridin-7-yl)pyrazine-2-carboxylate FC1=C(NC=2C(=NC(=C(N2)NC)C=2C3=C(C=NC2)N(C=N3)C)C(=O)OC)C=CC(=C1)CN1CCN(CC1)C